N-ethyl-2,4,6-trimethyl-pyridine bromide [Br-].C(C)N1C(C=C(C=C1C)C)C